tripropyl citrate C(CC(O)(C(=O)OCCC)CC(=O)OCCC)(=O)OCCC